(±)-3-hydroxy-4-(piperazin-2-yl)benzoic acid methyl ester COC(C1=CC(=C(C=C1)[C@H]1NCCNC1)O)=O |r|